C1=CC=CC=2C3=CC=CC=C3N(C12)C1=CC(=CC=C1)N1C2=CC=CC=C2C=2C=CC=CC12 1,3-dicarbazol-9-ylbenzene